C1(=CC=CC=C1)NNC(=O)C=1N=C(SC1)C1=CC=CC=C1 N',2-diphenylthiazole-4-hydrazide